[Cl-].[Cl-].ClCC=1C=C(C=C(C1)CCl)C(=[Zr+2](C1=C(C(=CC=2C3=CC(=C(C=C3CC12)C)C(C)(C)C)C(C)(C)C)C)C1C=CC=C1)C1=CC(=CC(=C1)CCl)CCl di-(3,5-dichloromethyl-phenyl)methylene(cyclopentadienyl)(2,7-dimethyl-3,6-di-tert-butylfluorenyl)zirconium dichloride